(3aS,7aS)-3a-[4-(difluoromethoxy)-3-methoxy-phenyl]-1-methyl-3,4,5,6,7,7a-hexahydro-2H-indole FC(OC1=C(C=C(C=C1)[C@@]12CCN([C@H]2CCCC1)C)OC)F